C(#N)CC(=O)N1C[C@H](OCC1)COC1=NC=CC2=CC(=C(C=C12)OC(C)C)C(=O)N 1-{[(2S)-4-(cyanoacetyl)morpholin-2-yl]methoxy}-7-(prop-2-yloxy)isoquinoline-6-carboxamide